[Ru](Cl)Cl.C1(=CC=CC=C1)C([P](C1CCCCC1)(C1CCCCC1)C1CCCCC1)[P](C1CCCCC1)(C1CCCCC1)C1CCCCC1 phenyl-methylenebis(tricyclohexylphosphorus) ruthenium (II) dichloride